N-[6-chloro-2-[3-(hydroxymethyl)cyclobutyl]indazol-5-yl]-6-(trifluoromethyl)pyridine-2-carboxamide ClC=1C(=CC2=CN(N=C2C1)C1CC(C1)CO)NC(=O)C1=NC(=CC=C1)C(F)(F)F